[C@H](C)(CC)NC=1N=C(C2=C(N1)C(=NC(=N2)Cl)NC)NC (S)-N2-sec-butyl-6-chloro-N4,N8-dimethylpyrimido[5,4-d]pyrimidine-2,4,8-triamine